FC1=C(C=CC(=C1)OCC1=NC=CC=C1)C1=CNC=2N=C(N=C(C21)OCCOC)NC2=CC=C(C=C2)CN2CCC(CC2)C 5-(2-fluoro-4-(pyridin-2-ylmethoxy)phenyl)-4-(2-methoxyethoxy)-N-(4-((4-methylpiperidin-1-yl)methyl)phenyl)-7H-pyrrolo[2,3-d]pyrimidin-2-amine